Cl.N[C@H](C)C1=C2C=C(N(C(C2=CC(=C1)C)=O)C)C=1C=NC(=CC1)C1=CC=C(C=C1)F (R)-5-(1-aminoethyl)-3-(6-(4-fluorophenyl)pyridin-3-yl)-2,7-dimethylisoquinolin-1(2H)-one hydrochloride